NC=1C2=C(N=CN1)C(=CC(=N2)Cl)O 4-amino-6-chloropyrido[3,2-d]pyrimidin-8-ol